(glycidoxy)propyl-diethoxysilane C(C1CO1)OCCC[SiH](OCC)OCC